C(C)(C)(C)OC(=O)N1CC(C(C1)CN)(F)F 4-(aminomethyl)-3,3-difluoro-pyrrolidine-1-carboxylic acid tert-butyl ester